ClC1=CC(=C(COC2=CC=CC(=N2)C2=CC(=C(CC3=NC4=C(N3[C@@H]3COCC3(C)C)C=C(C=C4)C(=O)OCOP(=O)(OC(C)(C)C)OC(C)(C)C)C=C2F)F)C=C1)F ((di-tert-butoxyphosphoryl)oxy)methyl (S)-2-(4-(6-((4-chloro-2-fluorobenzyl)oxy)pyridin-2-yl)-2,5-difluorobenzyl)-1-(4,4-dimethyltetrahydrofuran-3-yl)-1H-benzo[d]imidazole-6-carboxylate